N-{[(1R)-1-(4-acetyl-3,5-diethoxyphenyl)ethyl](4-phenylbutyl)carbamoyl}-2-methylalanine C(C)(=O)C1=C(C=C(C=C1OCC)[C@@H](C)N(C(=O)NC(C)(C(=O)O)C)CCCCC1=CC=CC=C1)OCC